Tert-Butyl Ethyl(2-(5-(2-((4-(trifluoromethyl)phenyl)amino)phenyl)-1,3,4-oxadiazol-2-yl)ethyl)carbamate C(C)N(C(OC(C)(C)C)=O)CCC=1OC(=NN1)C1=C(C=CC=C1)NC1=CC=C(C=C1)C(F)(F)F